CC1=C(C=CC=C1C1=NN=C(O1)C=1C=C(CNCCC(=O)OC)C=CC1)C1=CC=CC=C1 methyl 3-((3-(5-(2-methyl-[1,1'-biphenyl]-3-yl)-1,3,4-oxadiazol-2-yl)benzyl)amino)propanoate